ethyl 6-bromo-3-methyl-pyrazine-2-carboxylate BrC1=CN=C(C(=N1)C(=O)OCC)C